(M)-3-chloro-4-((3-fluoro-5-methylpyridin-2-yl)methoxy)-2'-(2-(2-hydroxypropan-2-yl)-5-methylpyrimidin-4-yl)-5',6-dimethyl-2H-[1,4'-bipyridin]-2-one ClC=1C(N(C(=CC1OCC1=NC=C(C=C1F)C)C)C1=CC(=NC=C1C)C1=NC(=NC=C1C)C(C)(C)O)=O